BrC=1C=C(COC=2C(=NC=CC2)N2N=CC(=C2)C(=O)NC2=CC(=CC(=C2)NS(=O)(=O)C)Cl)C=CC1 1-(3-((3-bromobenzyl)oxy)pyridin-2-yl)-N-(3-chloro-5-(methylsulfonamido)phenyl)-1H-pyrazole-4-carboxamide